(3-aminobenzofuran-2-yl)(thiophen-2-yl)methanone NC1=C(OC2=C1C=CC=C2)C(=O)C=2SC=CC2